2-chloro-4-dioctylamino-6-isopropyloxy-1,3,5-triazine ClC1=NC(=NC(=N1)N(CCCCCCCC)CCCCCCCC)OC(C)C